6-(bis(4-methoxybenzyl)amino)-5-(1-methoxyethyl)nicotinaldehyde COC1=CC=C(CN(C2=NC=C(C=O)C=C2C(C)OC)CC2=CC=C(C=C2)OC)C=C1